COC(=O)C=1CC2(CC2)CCC1O 6-Hydroxyspiro[2.5]oct-5-ene-5-carboxylic acid methyl ester